((7R)-7-amino-2-azabicyclo[2.2.1]hept-2-yl)(2-(1-(cyclopropylmethyl)-6-methyl-1H-indol-2-yl)-4-methoxy-3-methylpyrazolo[1,5-a]pyridin-6-yl)methanone N[C@H]1C2N(CC1CC2)C(=O)C=2C=C(C=1N(C2)N=C(C1C)C=1N(C2=CC(=CC=C2C1)C)CC1CC1)OC